C(C)(=O)N1CCC(CC1)NC1=NC=C(C(=N1)C=1C=NN(C1)C=1C=CC(NC1)=O)Cl 5-(4-(2-((1-acetylpiperidin-4-yl)amino)-5-chloropyrimidin-4-yl)-1H-pyrazol-1-yl)pyridin-2(1H)-one